7-Cyclopropyl-N-(1,2,3,4-tetrahydronaphthalen-1-yl)pyrido[3,2-d]pyrimidin-4-amine C1(CC1)C1=CC=2N=CN=C(C2N=C1)NC1CCCC2=CC=CC=C12